NC1=NN2C(CN(CC2)C(C)=O)=C1 1-(2-Amino-6,7-dihydropyrazolo[1,5-a]pyrazin-5(4H)-yl)ethanone